3-(5-((6-(trifluoromethyl)pyridin-3-yl)amino)-1,2,3,4-tetrahydroisoquinoline-2-carbonyl)piperidin FC(C1=CC=C(C=N1)NC1=C2CCN(CC2=CC=C1)C(=O)C1CNCCC1)(F)F